OC1(C(C=CC=C1)O)C1=CC=CC=C1 2-hydroxy-ortho-phenylphenol